CN1C([C@@H](CC1)N[C@@H]1CN(C[C@@H](C1)C(F)(F)F)C=1C=CC=C2N=CC=NC12)=O 8-((3S,5R)-3-(((R)-1-methyl-2-oxopyrrolidin-3-yl)amino)-5-(trifluoromethyl)piperidin-1-yl)quinoxaline